(7R,14R)-1-(difluoromethoxy)-11-((3-hydroxycyclobutyl)ethynyl)-6-(methyl-d3)-6,7-dihydro-7,14-methanobenzo[f]benzo[4,5]imidazo[1,2-a][1,4]diazocin-5(14H)-one FC(OC1=CC=CC=2C(N([C@H]3C=4N([C@@H](C21)C3)C3=C(N4)C=CC(=C3)C#CC3CC(C3)O)C([2H])([2H])[2H])=O)F